(7-(4-Fluoro-2-methylphenyl)-2-azaspiro[3.5]nonan-2-yl)((1s,3s)-3-hydroxy-3-methylcyclobutyl)methanon FC1=CC(=C(C=C1)C1CCC2(CN(C2)C(=O)C2CC(C2)(C)O)CC1)C